tert-butyl (endo)-7-amino-3-oxa-9-azabicyclo[3.3.1]nonane-9-carboxylate NC1CC2COCC(C1)N2C(=O)OC(C)(C)C